O1C=NC2=C1C=C(C=C2)C=2N=C1C(=NC2)N=C(S1)NC(=O)C=1C=NC(=CC1C1=C(C=CC(=C1)Cl)OC)C N-[6-(Benzo[d]oxazol-6-yl)thiazolo[4,5-b]pyrazin-2-yl]-4-(5-chloro-2-methoxyphenyl)-6-methylpyridine-3-carboxamide